ClC=1C=C(C=CC1F)NC(N([C@H](C)C1=CN(C(C2=CC=CC=C12)=O)CC(F)(F)F)C)=O |r| Racemic-3-(3-chloro-4-fluorophenyl)-1-methyl-1-(1-(1-oxo-2-(2,2,2-trifluoroethyl)-1,2-dihydroisoquinolin-4-yl)ethyl)urea